3-hydroxypyridine-4-carbaldehyde OC=1C=NC=CC1C=O